2-oxo-[1,2'-bipyridine]-5'-carboxylic acid O=C1N(C=CC=C1)C1=NC=C(C=C1)C(=O)O